C(OCC1CC12C=CC=C2)([O-])=O spiro[2.4]hepta-4,6-dien-1-ylmethyl carbonate